bi[[1,3,2]dioxaborolanyl] O1B(OCC1)B1OCCO1